(1R,6S,7R)-N-(7-chloro-6-(1-((3S,4S)-4-hydroxy-3-methyltetrahydrofuran-3-yl)piperidin-4-yl)isoquinolin-3-yl)-3-oxabicyclo[4.1.0]heptane-7-carboxamide ClC1=C(C=C2C=C(N=CC2=C1)NC(=O)[C@@H]1[C@H]2CCOC[C@@H]12)C1CCN(CC1)[C@]1(COC[C@H]1O)C